Bis[p-hydroxyphenyl]propane OC1=CC=C(C=C1)C(C)(C)C1=CC=C(C=C1)O